4-((7-(2-((4-Allyl-2,6-dioxopiperazin-1-yl)methyl)thieno[3,2-b]pyridine-7-yl)-5-chloro-1H-indol-1-yl)methyl)piperidine-4-carbonitrile trifluoroacetate FC(C(=O)O)(F)F.C(C=C)N1CC(N(C(C1)=O)CC1=CC2=NC=CC(=C2S1)C=1C=C(C=C2C=CN(C12)CC1(CCNCC1)C#N)Cl)=O